[Br-].C(CC)NN1CN(C=C1)C 1-propylamino-3-methylimidazole bromide salt